COC(C1=C(C=C(C(=C1)F)C1=CC=CC=2CN(COC21)C(C2=C(C=C(C=C2Cl)N2[C@@H](CN(CC2)C)C)Cl)=O)OS(=O)(=O)C(F)(F)F)=O 4-[3-[2,6-Dichloro-4-[(2R)-2,4-dimethylpiperazin-1-yl]benzoyl]-2,4-dihydro-1,3-benzoxazin-8-yl]-5-fluoro-2-(trifluoromethylsulfonyloxy)benzoic acid methyl ester